C(C)OC(C(CC(CC)=O)=O)(OCC)OCC.[Zr] zirconium triethoxy(2,4-hexanedione)